FC1=C(C=CC(=C1)CN1C(NC=2C=NC=3N=C(C=CC3C21)OC)=O)S(=O)(=O)N 2-Fluoro-4-((7-methoxy-2-oxo-2,3-dihydro-1H-imidazo[4,5-c][1,8]naphthyridin-1-yl)methyl)-benzenesulfonamide